5-[(E)-3,3-Dimethylbut-1-enyl]-N-[3-fluoro-4-[[6-methoxy-7-(2-methoxyethoxy)-1,5-naphthyridin-4-yl]oxy]phenyl]-1,2,6-trimethyl-4-oxopyridine-3-carboxamide CC(/C=C/C=1C(C(=C(N(C1C)C)C)C(=O)NC1=CC(=C(C=C1)OC1=CC=NC2=CC(=C(N=C12)OC)OCCOC)F)=O)(C)C